8-Bromo-2-(3-((tert-butyldimethylsilyl)oxy)prop-1-yn-1-yl)-3-(2,2,2-trifluoroethyl)indolizine BrC1=CC=CN2C(=C(C=C12)C#CCO[Si](C)(C)C(C)(C)C)CC(F)(F)F